C(C1=CC=CC=C1)OC(=O)C(CCC[C@H](NC(=O)OC(C)(C)C)C(=O)O)N 6-[(benzyloxy)carbonyl]-N2-(tert-butoxycarbonyl)-L-lysine